4-((R)-2-[5-(2-Fluoro-3-methoxy-phenyl)-3-(2-fluoro-6-trifluoromethyl-benzyl)-4-methyl-2,6-dioxo-3,6-dihydro-2H-pyrimidin-1-yl]-1-phenyl-ethylamino)-butyric acid sodium salt [Na+].FC1=C(C=CC=C1OC)C1=C(N(C(N(C1=O)C[C@@H](C1=CC=CC=C1)NCCCC(=O)[O-])=O)CC1=C(C=CC=C1C(F)(F)F)F)C